C(C)OC(CN1C(=NC2=NC=CC(=C21)C2=CC=CC(=N2)N[C@H]2C[C@H](N(C2)C(=O)OC(C)(C)C)C(=O)OC)C)CNC O1-tert-butyl O2-methyl (2S,4S)-4-[[6-[1-[2-ethoxy-3-(methylamino)propyl]-2-methyl-imidazo[4,5-b]pyridin-7-yl]-2-pyridyl]amino]pyrrolidine-1,2-dicarboxylate